5-tert-butyl-N-[[4-[6-[4-[4-[4-(2,6-dioxo-3-piperidyl)-2,6-difluoro-phenyl]-1-piperidyl]butyl]pyrrolo[2,1-f][1,2,4]triazin-4-yl]-2-fluoro-phenyl]methyl]-1,2,4-oxadiazole-3-carboxamide C(C)(C)(C)C1=NC(=NO1)C(=O)NCC1=C(C=C(C=C1)C1=NC=NN2C1=CC(=C2)CCCCN2CCC(CC2)C2=C(C=C(C=C2F)C2C(NC(CC2)=O)=O)F)F